8-bromo-1,2-difluoro-6-(methoxymethoxy)naphthalene BrC=1C=C(C=C2C=CC(=C(C12)F)F)OCOC